methylbenzotriazole-1-methanamine CC1=CC=CC=2N(N=NC21)CN